C[P+](C)(C)C.C(CCCCCCCCCCCCCCC)S(=O)(=O)[O-] hexadecylsulfonate, tetramethyl-phosphonium salt